C(=O)(O)CCCCCCCCCCS 10-Carboxy-1-decanethiol